FC1=C(C=C(C=C1)OC)C1=C(C=C(C=C1)COC1OCCCC1)C(C(C#N)(C)C)O 3-[2'-fluoro-5'-methoxy-4-(tetrahydro-pyran-2-yloxymethyl)-biphenyl-2-yl]-3-hydroxy-2,2-dimethyl-propionitrile